CC1(OB(OC1(C)C)C1=CC=C(C=C1)C1=CC=C(C=C1)NC1=CC=CC=C1)C {4'-(4,4,5,5-tetramethyl-[1,3,2]dioxaborolan-2-yl)biphenyl-4-yl}-phenylamine